BrC=1C(=NC(=NC1)NC=1C=C2C(C(N(C2=CC1)CC(=O)N1CCN(CC1)C)=O)(C)C)NC1=C(C=CC=C1)P(=O)(C)C 5-[[5-bromo-4-(2-dimethylphosphorylanilino)pyrimidin-2-yl]amino]-3,3-dimethyl-1-[2-(4-methylpiperazin-1-yl)-2-oxo-ethyl]indolin-2-one